FC1=CC=C(C=C1)N1CSC=C1C(F)(F)F N-(4-fluorophenyl)-4-(trifluoromethyl)thiazole